S(CCC(=O)OCC1=C(C(=C(C=C1C)C(C)(C)C)O)C)CCC(=O)OCC1=C(C(=C(C=C1C)C(C)(C)C)O)C Di(4-tertiarybutyl-3-hydroxy-2,6-dimethylbenzyl) thiodipropionate